ClC1=C(C=CC=C1F)C1=CC(=CC2=C1NC(=NS2(=O)=O)NCC=2SC=CN2)F 5-(2-chloro-3-fluorophenyl)-7-fluoro-3-((thiazol-2-ylmethyl)amino)-4H-benzo[e][1,2,4]thiadiazine 1,1-dioxide